C(CCCCCCC)OC(C(CC[N+](=O)[O-])C1=CN=C(S1)C)=O (2-methyl-thiazol-5-yl)-4-nitro-butyric acid octyl ester